4-(Difluoromethyl)-2-methyl-3-[(methylsulfanyl)methyl]-N-(1-methyl-1H-tetrazol-5-yl)benzamid FC(C1=C(C(=C(C(=O)NC2=NN=NN2C)C=C1)C)CSC)F